CC(C)OCC1=NOC=N1 3-[(propan-2-yloxy)methyl]-1,2,4-oxadiazol